FC(C=1C=CC2=C(N=C(S2)SC)C1)(F)F 5-trifluoromethyl-2-(methylthio)benzo[d]thiazole